FC=1C(=NC(=NC1)NC=1C=NN(C1)C[C@H](C)O)N1C=C(C2=CC(=CC=C12)NC(C=C)=O)C N-[1-[5-fluoro-2-[[1-[(2S)-2-hydroxypropyl]pyrazol-4-yl]amino]pyrimidin-4-yl]-3-methyl-indol-5-yl]prop-2-enamide